2,6-dichloro-N-((2,6-dimethylphenyl)carbamoyl)-5-fluoronicotinic acid amide ClC1=C(C(=O)NC(NC2=C(C=CC=C2C)C)=O)C=C(C(=N1)Cl)F